(3-acetyl-7-methyl-5-(2-methylpyrazolo[1,5-a]pyrimidin-6-yl)-1H-indol-1-yl)acetic acid C(C)(=O)C1=CN(C2=C(C=C(C=C12)C=1C=NC=2N(C1)N=C(C2)C)C)CC(=O)O